2-[2-[[5-(6-Ethyl-2,6-diazaspiro[3.3]heptan-2-yl)pyridin-2-yl]amino]-5-methylpyrimidin-4-yl]-5-methylspiro[6H-thieno[3,2-c]pyridine-7,1'-cyclopropane]-4-one C(C)N1CC2(CN(C2)C=2C=CC(=NC2)NC2=NC=C(C(=N2)C2=CC=3C(N(CC4(CC4)C3S2)C)=O)C)C1